COC1=CC=C(C=C1)C1=NOC(=N1)N1CCC(CC1)C(=O)NCC1CN(CC1)C(=O)[O-] 3-((1-(3-(4-methoxyphenyl)-1,2,4-oxadiazol-5-yl)piperidine-4-carboxamido)methyl)pyrrolidine-1-carboxylate